tert-butyl (2R,4S)-4-[3-(3-bromo-2-methyl-phenoxy)propyl]-2-methyl-piperidine-1-carboxylate BrC=1C(=C(OCCC[C@@H]2C[C@H](N(CC2)C(=O)OC(C)(C)C)C)C=CC1)C